Cl.COC1(CCNCC1)C1=CC=C(C=C1)C(=O)N1CC2C(C1)CC(C2)OC2=CC=C(C=C2)C(F)(F)F (4-(4-methoxypiperidin-4-yl)phenyl)(5-(4-(trifluoromethyl)phenoxy)hexahydrocyclopenta[c]pyrrol-2(1H)-yl)methanone hydrochloride